(S)-4-(1-((tert-butyldimethylsilyl)oxy)-3-fluoroprop-2-yl)thiomorpholine 1,1-dioxide [Si](C)(C)(C(C)(C)C)OC[C@@H](CF)N1CCS(CC1)(=O)=O